C(=O)NC1=CC=C(C=C1)NC1=CC(=NN1)[C@@H]1C[C@@H](CC1)OC(=O)NC(C)C (Propan-2-ylamino)methanoic acid-(1R,3S)-3-{5-[(4-formamidophenyl)amino]-1H-pyrazol-3-yl}cyclopentylester